tert-butyl (3R)-3-methyl-4-(phenyl(2H-tetrazol-5-yl)methyl)piperazine-1-carboxylate C[C@@H]1CN(CCN1C(C=1N=NNN1)C1=CC=CC=C1)C(=O)OC(C)(C)C